1',2',3',6'-tetrahydro-[3,4'-bipyridine] N1=CC(=CC=C1)C=1CCNCC1